ClC1=CC=C(C(=N1)C(=O)NC)N[C@H](C)C1=CC(=CC=2N=C3OC[C@@H]4COCCN4C3=NC12)F 6-chloro-3-[[(1R)-1-[(7S)-14-fluoro-5,9-dioxa-2,11,18-triazatetracyclo[8.8.0.02,7.012,17]octadeca-1(18),10,12(17),13,15-pentaen-16-yl]ethyl]amino]-N-methyl-pyridine-2-carboxamide